8-methyl-1-nonene CC(CCCCCC=C)C